C(C)(C)(C)OC(=O)N\C=N\C(OC(C)(C)C)=O (E)-tert-butyl (tert-butoxycarbonyl)amino(methylene)carbamate